(R)-(3-bromo-1-(2-((tert-butoxycarbonyl)amino)-7-((tert-butyldiphenylsilyl)oxy)heptyl)-1H-pyrazol-5-yl)methyl methanesulfonate CS(=O)(=O)OCC1=CC(=NN1C[C@@H](CCCCCO[Si](C1=CC=CC=C1)(C1=CC=CC=C1)C(C)(C)C)NC(=O)OC(C)(C)C)Br